3-[3-tert-butyl-5-(5-chloro-2H-benzotriazol-2-yl)-4-hydroxyphenyl]propionic acid ethylhexyl ester C(C)C(CCCCC)OC(CCC1=CC(=C(C(=C1)N1N=C2C(=N1)C=CC(=C2)Cl)O)C(C)(C)C)=O